C(C(=C)C)(=O)OCC(C)C1=CC=2C(=NN(N2)C2=CC3=C(OCO3)C=C2O)C=C1 2-[2-(6-hydroxybenzo[1,3]dioxol-5-yl)-2H-benzotriazol-5-yl]propyl methacrylate